N1(N=CC=C1)CCCC1=CC(=C(N1C1=CC=C(C#N)C=C1)C)C(CBr)=O 4-(5-(3-(1H-pyrazol-1-yl)propyl)-3-(2-bromoacetyl)-2-methyl-1H-pyrrol-1-yl)benzonitrile